tin(IV)-oxide [Sn](=O)=O